CHROMAN-8-BORONIC ACID O1CCCC2=CC=CC(=C12)B(O)O